4-(3-cyano-6-(2-hydroxy-2-methylpropyloxy)pyrazolo[1,5-a]pyridin-4-yl)-N-((6-(4-fluoro-1H-pyrazol-1-yl)pyridin-3-yl)methyl)-1H-pyrazole-1-carboxamide C(#N)C=1C=NN2C1C(=CC(=C2)OCC(C)(C)O)C=2C=NN(C2)C(=O)NCC=2C=NC(=CC2)N2N=CC(=C2)F